C(C1=CC=CC=C1)OC(=O)NC1(CN(CC1)C(=O)OC(C)(C)C)CNC1=C(SC2=C1C=1N=CC(=NC1C=C2)OC)C(=O)OC methyl 9-(((3-(((benzyloxy)carbonyl)amino)-1-(tert-butoxycarbonyl) pyrrolidin-3-yl)methyl)amino)-3-methoxythieno[3,2-f]quinoxaline-8-carboxylate